Tert-butyl 5'-bromo-3'h-spiro[azetidine-3,1'-isobenzofuran]-1-carboxylate BrC=1C=C2COC3(C2=CC1)CN(C3)C(=O)OC(C)(C)C